(R)-2-vinyl ethylene oxide C(=C)[C@@H]1CO1